C(#N)C1=C(C=C(C=C1)N1CC2(C1)CCN(CC2)C(=O)OC(C)(C)C)C(=O)OC tert-butyl 2-(4-cyano-3-(methoxycarbonyl)phenyl)-2,7-diazaspiro[3.5]nonane-7-carboxylate